sodium dioleyl phosphate P(=O)(OCCCCCCCC\C=C/CCCCCCCC)(OCCCCCCCC\C=C/CCCCCCCC)[O-].[Na+]